ClC=1C=C(C=NC1)C1=NC(=C2N=CN(C2=N1)[C@H]1[C@@H]([C@@H]([C@H](O1)C(=O)NC=C)O)O)NC (2S,3S,4R,5R)-5-(2-(5-chloropyridin-3-yl)-6-(methylamino)-9H-purin-9-yl)-3,4-dihydroxyl-N-vinyltetrahydrofuran-2-formamide